Cl.N[C@@H]([C@@H](C)CC)C(=O)N[C@H](CC1=CN(C2=CC=CC=C12)C)C(=O)O Nα-(L-isoleucyl)-1-methyl-D-tryptophan hydrochloride